1-(4-(3-(anilino)-1,4,5,6,8-pentazaacenaphthylen-5(1H)-yl)piperidin-1-yl)prop-2-en-1-one N(C1=CC=CC=C1)C=1C2=CNC=3N=CN=C(N(N1)C1CCN(CC1)C(C=C)=O)C32